4-amino-6-bromo-3-(2-chloro-5-fluorophenyl)-2-(4-methoxybenzyl)isoindolin-1-one NC1=C2C(N(C(C2=CC(=C1)Br)=O)CC1=CC=C(C=C1)OC)C1=C(C=CC(=C1)F)Cl